N1N=CC2=CC(=CC=C12)C1C(N(CC12CCN(CC2)C([C@@H](C(C)C)NC(C2=C(C=CC(=C2)C(F)(F)F)F)=O)=O)C)=O N-((2R)-1-(4-(1H-indazol-5-yl)-2-methyl-3-oxo-2,8-diazaspiro[4.5]decan-8-yl)-3-methyl-1-oxobutan-2-yl)-2-fluoro-5-(trifluoromethyl)benzamide